(+/-)-Naringenin C1C(OC2=CC(=CC(=C2C1=O)O)O)C3=CC=C(C=C3)O